[N+](=O)([O-])C1=C2C=CC=NC2=C(C=C1)O 5-NITRO-8-HYDROXYCHINOLIN